ClCCCCC(CCC)Cl 1,5-dichlorooctane